1-(hydroxymethyl)-N-(1-methylpiperidin-4-yl)cyclobutane-1-carboxamide OCC1(CCC1)C(=O)NC1CCN(CC1)C